4-chloro-5-(2-(1-methylpiperidin-4-yl)ethyl)thiophene-2-carboxylic acid methyl ester COC(=O)C=1SC(=C(C1)Cl)CCC1CCN(CC1)C